(3S)-6-fluoro-3-methyl-4-[(1-methylpiperidin-3-yl)carbonyl]-8-[5-(trifluoromethyl)-1,2,4-oxadiazol-3-yl]-3,5-dihydro-2H-1,4-benzoxazepine FC1=CC(=CC2=C1CN([C@H](CO2)C)C(=O)C2CN(CCC2)C)C2=NOC(=N2)C(F)(F)F